NC(C1=CC(=C(C(=C1)C(=O)NC)NC(=O)C1=CC(=NN1C1=NC=CC=C1Cl)Br)C)=S N-[4-(aminothioxomethyl)-2-methyl-6-[(methylamino)carbonyl]phenyl]-3-bromo-1-(3-chloro-2-pyridinyl)-1H-pyrazol-5-carboxamide